6-{[(2S,3R,4R,5R)-2,3,4,5,6-Pentahydroxyhexyl][(1s,4s)-4-aminocyclohexyl]amino}hexane-1,2,3,4,5-pentol O[C@@H](CN(CC(C(C(C(CO)O)O)O)O)C1CCC(CC1)N)[C@H]([C@@H]([C@@H](CO)O)O)O